cis-7-Methyl-2-(thiazol-2-carbonyl)-N-(3,4,5-trifluorophenyl)-2,3,3a,4,10,10a-hexahydro-1H,7H-dipyrrolo[3,4-b:3',4'-f][1,4,5]oxathiazocin-8-carboxamid-5,5-dioxid CN1C(=C2OC[C@@H]3[C@H](NS(C2=C1)(=O)=O)CN(C3)C(=O)C=3SC=CN3)C(=O)NC3=CC(=C(C(=C3)F)F)F